NC1=NN2C(C=C(C=C2)C=2C(=NC=C(C(=O)[O-])C2)C)=N1.[Li+] Lithium 5-(2-amino-[1,2,4]triazolo[1,5-a]pyridin-7-yl)-6-methylnicotinate